2-((3-(4-(pyrimidin-2-yloxy)phenyl)-1,2,4-oxadiazol-5-yl)methyl)acrylic acid N1=C(N=CC=C1)OC1=CC=C(C=C1)C1=NOC(=N1)CC(C(=O)O)=C